3-methyl-1,3,5-oxadiazin-4-one CN1COC=NC1=O